6-(difluoromethyl)-4-(trifluoromethyl)pyridine FC(C1=CC(=CC=N1)C(F)(F)F)F